CC1(OC2=C(C3C=C(CCC13)C)C(=C(C(=C2)CCCCC)C(=O)O)O[C@H]2O[C@@H]([C@H]([C@@H]([C@H]2CO)O)O)O)C 6,6,9-trimethyl-3-pentyl-1-{[(2S,3R,4R,5S,6S)-4,5,6-trihydroxy-3-(hydroxymethyl)oxan-2-yl]oxy}-6H,6aH,7H,8H,10aH-benzo[c]isochromene-2-carboxylic acid